tert-butyl 2-((2-((benzyloxy) carbonyl) hydrazinyl) methyl)-2,5-dihydro-1H-pyrrole-1-carboxylate C(C1=CC=CC=C1)OC(=O)NNCC1N(CC=C1)C(=O)OC(C)(C)C